N1C(=CC=C1)C(=O)O azole-2-carboxylic acid